C(C)OC(C[C@@H](C(CF)=O)NC(=O)[C@@]1(CC(=NO1)C1=NC=CC2=CC=CC=C12)C(C)C)=O (S)-5-fluoro-3-((R)-5-isopropyl-3-(isoquinolin-1-yl)-4,5-dihydroisoOxazole-5-carboxamido)-4-oxopentanoic acid ethyl ester